iron-barium-cobalt [Co].[Ba].[Fe]